C1N(CC2=CC=CC=C12)CC1=CC(C(=CO1)OC[C@@H]1CN(CC1)C(=O)OC(C)(C)C)=O (S)-tert-Butyl 3-(((6-(isoindolin-2-ylmethyl)-4-oxo-4H-pyran-3-yl)oxy)methyl)-pyrrolidine-1-carboxylate